N-[(1S)-1-[5-(2-methoxyquinolin-3-yl)-1H-imidazol-2-yl]-7-(1,3-oxazol-2-yl)-7-oxoheptyl]-1-pyrazin-2-ylcyclopropanecarboxamide COC1=NC2=CC=CC=C2C=C1C1=CN=C(N1)[C@H](CCCCCC(=O)C=1OC=CN1)NC(=O)C1(CC1)C1=NC=CN=C1